BrC=1C=C(C=CC1)S(=O)(=O)N[C@@H](CC1=CC(=CC=C1)C#N)C1=NN=CN1C 3-Bromo-N-[(1S)-2-(3-cyanophenyl)-1-(4-methyl-4H-1,2,4-triazol-3-yl)ethyl]benzene-1-sulfonamide